4,4,5,5-tetramethyl-2-(Phenanthren-3-yl)-1,3,2-dioxaborolane CC1(OB(OC1(C)C)C=1C=CC=2C=CC3=CC=CC=C3C2C1)C